CN1C2=CC=CC=C2C(C12C=NC1=C(O2)C=C(C2=CC=CC=C21)N2CCCCC2)(C)C 1,3,3-Trimethyl-6'-(piperidin-1-yl)spiro[indoline-2,3'-naphtho[2,1-b][1,4]oxazine]